COC=1C=C2CCNCC2=CC1 6-METHOXY-3,4-DIHYDRO-1H-ISOCHINOLIN